N-(5-((4-(3,3-difluoro-5'-methyl-spiro[cyclobutane-1,3'-pyrrolo[3,2-b]pyridin]-1'(2'H)-yl)pyrimidin-2-yl)amino)-2-((2-(dimethylamino)ethyl)(methyl)amino)-4-methoxy-phenyl)acrylamide FC1(CC2(CN(C=3C2=NC(=CC3)C)C3=NC(=NC=C3)NC=3C(=CC(=C(C3)NC(C=C)=O)N(C)CCN(C)C)OC)C1)F